C(CC)(=O)OC(C1=CC=C(C=C1)N(C)CC1=C(C(=CC(=C1)C)N1N=C2C(=N1)C=CC=C2)O)OC(CC)=O 2-(4-((3-(2H-benzo[d][1,2,3]triazol-2-yl)-2-hydroxy-5-methylbenzyl) (methyl) amino) benzylidene) dipropionate